tert-butyl (S)-2-((tert-butoxycarbonyl)amino)-3-(2-cyanothiazol-4-yl)propanoate C(C)(C)(C)OC(=O)N[C@H](C(=O)OC(C)(C)C)CC=1N=C(SC1)C#N